tert-butyl (3-phenyl-2,3-dihydro-1-benzofuran-6-yl)carbamate C1(=CC=CC=C1)C1COC2=C1C=CC(=C2)NC(OC(C)(C)C)=O